5,6-difluoro-quinazolin FC1=C2C=NC=NC2=CC=C1F